(S)-2-amino-3-ethylpentanoic acid N[C@H](C(=O)O)C(CC)CC